2-N-(4-oxopentanoyl)galactosamine O=C(CCC(=O)N[C@H]1C(O)O[C@@H]([C@@H]([C@@H]1O)O)CO)C